1-(4-(3-amino-6-methylisoxazolo[5,4-b]pyridin-4-yl)phenyl)-3-(p-tolyl)urea NC1=NOC2=NC(=CC(=C21)C2=CC=C(C=C2)NC(=O)NC2=CC=C(C=C2)C)C